CC=1N2C(SC1)=NC(=C2)CC(=O)O 2-(3-methylimidazo[2,1-b]thiazol-6-yl)acetic acid